N-[1,4,8,11-tetraazacyclotetradecanyl-1,4-phenylenebis(methylene)]-4-(aminoethyl)imidazole C1CNCCNCCCN(CCNC1)CC2=CC=C(C=C2)CNCCC3=CN=CN3